(4-bromo-2,6-dimethyl-phenyl)boronic acid BrC1=CC(=C(C(=C1)C)B(O)O)C